C(C=1C(C(=O)O)=CC=CC1)(=O)O.C1CCC1 TRANS-CYCLOBUTANE PHTHALATE